3-Chloro-6-hydroxy-2-methylbenzoic acid ClC=1C(=C(C(=O)O)C(=CC1)O)C